O=C1OC2=C(N1)C=CC(=C2)NC(O[C@H](C)[C@H](C)OC2=CC1=C(N=C(S1)C1=C3N=CC(=NC3=CC(=C1)C)OC)C=C2F)=O (2R,3S)-3-((5-fluoro-2-(2-methoxy-7-methylquinoxalin-5-yl)benzo[d]thiazol-6-yl)oxy)butan-2-yl (2-oxo-2,3-dihydrobenzo[d]oxazol-6-yl)carbamate